NC=1C(=C(C(=CC1)Cl)CC#N)Cl 2-(3-amino-2,6-dichloro-phenyl)acetonitrile